N3-{3-[2-(4-chloro-3-fluorophenoxy)acetamido]bicyclo[1.1.1]pentan-1-yl}pyridine-3,4-dicarboxamide ClC1=C(C=C(OCC(=O)NC23CC(C2)(C3)NC(=O)C=3C=NC=CC3C(=O)N)C=C1)F